CN(C(=O)NC1=CC=C(C=C1)C(C)C)C 1,1-dimethyl-3-(4-propan-2-ylphenyl)urea